2-hydroxy-2-[4-(methylamino)phenyl]acetic acid OC(C(=O)O)C1=CC=C(C=C1)NC